3-methoxy-propylamine COCCCN